C1(=CC=CC=C1)C(C1=CC=CC=C1)=[Hf](C1=CC=CC=2C3=CC=CC=C3CC12)C1C=CC=C1 diphenylmethylene(cyclopentadienyl)(fluoreneyl)hafnium